O[C@@H]1C[C@H](N(C1)C([C@H](C(C)(C)C)NC(CCCCC(=O)OC(C)(C)C)=O)=O)C(N[C@@H](C)C1=CC=C(C=C1)C1=C(N=CS1)C)=O tert-butyl 6-(((S)-1-((2s,4r)-4-hydroxy-2-(((S)-1-(4-(4-methylthiazol-5-yl) phenyl) ethyl) carbamoyl) pyrrolidin-1-yl)-3,3-dimethyl-1-oxobutan-2-yl) amino)-6-oxohexanoate